C[C@H]1[C@H](C1)N1C(C=CC=C1)=O 1-((1S,2R)-2-methylcyclopropyl)-2-oxo-1,2-dihydropyridin